3-(2,3-epoxypropoxy)propyldimethoxysilane C(C1CO1)OCCC[SiH](OC)OC